BrC1=CC=C(C=C1)C1=CC=C(C=C1)C=1SC(=CC1)C1=CC=CC=C1 2-(4'-bromo-[1,1'-biphenyl]-4-yl)-5-phenylthiophene